COC1=C2C=C(NC2=CC=C1)C(=O)N1CC2(CCC2)CC1C(=O)N 6-(4-methoxy-1H-indole-2-carbonyl)-6-azaspiro[3.4]octane-7-carboxamide